tert-butyl 1-(3-fluorobicyclo[1.1.1]pentan-1-yl)hydrazine-1-carboxylate FC12CC(C1)(C2)N(N)C(=O)OC(C)(C)C